(R)-7-(3-(2-(1H-Pyrrolo[2,3-b]pyridin-3-yl)thiazol-4-yl)phenyl)-7H-cyclopenta[b]pyridin-7-ol N1C=C(C=2C1=NC=CC2)C=2SC=C(N2)C=2C=C(C=CC2)[C@@]2(C=CC=1C2=NC=CC1)O